FC1(C2=CC=CC=C2C=2C=C(C=CC12)C(=O)NCC(=O)N1[C@@H](C[C@@](C1)(COC)F)C(=O)NCC1=CC=2C=NC=CC2N1C(=O)OC(C)(C)C)F tert-butyl 2-(((2S,4R)-1-((9,9-difluoro-9H-fluorene-3-carbonyl)glycyl)-4-fluoro-4-(methoxymethyl) pyrrolidine-2-carboxamido)methyl)-1H-pyrrolo[3,2-c]pyridine-1-carboxylate